tert-butyl 4-[(1-benzyl oxycarbonyl-4-piperidyl)sulfonyl]piperazine-1-carboxylate C(C1=CC=CC=C1)OC(=O)N1CCC(CC1)S(=O)(=O)N1CCN(CC1)C(=O)OC(C)(C)C